C(C)(C)(C)OC(=O)\N=C/1\N(C([C@](N1)(C1=CC=C(C=C1)C1=NC=CN=C1)CC(C)(C)C)=O)[C@H](CO)C=1C=CC(=C(C(=O)OC)C1)Cl methyl 5-((S)-1-((R,E)-2-((tert-butoxycarbonyl) imino)-4-neopentyl-5-oxo-4-(4-(pyrazin-2-yl) phenyl) imidazolidin-1-yl)-2-hydroxyethyl)-2-chlorobenzoate